1-{1,4-dioxaspiro[4.5]decan-8-yl}-3-(oxetan-3-yloxy)-1H-pyrazole-4-carboxylic acid O1CCOC12CCC(CC2)N2N=C(C(=C2)C(=O)O)OC2COC2